(2-chloro-4-fluoro-3-{6-oxo-4-[5-(trifluoromethyl)pyridin-2-yl]-1,6-dihydropyrimidin-2-yl}benzyl)isobutyramide ClC1=C(CC(C(=O)N)(C)C)C=CC(=C1C=1NC(C=C(N1)C1=NC=C(C=C1)C(F)(F)F)=O)F